5-amino-2-benzyl-7-fluoroimidazo[1,2-c]quinazolin-10-yl-1-methylpyridin-2(1H)-one NC1=NC=2C(=CC=C(C2C=2N1C=C(N2)CC2=CC=CC=C2)C=2C(N(C=CC2)C)=O)F